[Si](C1=CC=CC=C1)(C1=CC=CC=C1)(C(C)(C)C)OCCN1C(CC2=C(CC1)C=C(C=C2)N=C(C2=CC=CC=C2)C2=CC=CC=C2)=O 3-(2-((tert-butyldiphenylsilyl)oxy)ethyl)-7-((diphenylmethylene)amino)-1,3,4,5-tetrahydro-2H-benzo[d]azepin-2-one